N[C@@H]1CC[C@H](CC1)[C@@]1(OC2=C(O1)C(=CC(=C2C)C(=O)NCC=2C(NC(=CC2C)C)=O)Cl)C |&1:7| (2RS)-2-(trans-4-aminocyclohexyl)-7-chloro-N-[(4,6-dimethyl-2-oxo-1,2-dihydropyridin-3-yl)methyl]-2,4-dimethyl-1,3-benzodioxole-5-carboxamide